CN(C1=NC=2N(C3=CC=C(C=C13)CO)C=NN2)C2=CC=CC=C2 (5-(methyl(phenyl)amino)-[1,2,4]triazolo[4,3-a]quinazolin-7-yl)methanol